NC1=NC=2N=C(C(=CC2C2=C1C=NN2C)C(=O)N(C)[C@@H]2COCC1=C2C=CC(=C1)C#N)C 4-amino-N-((4S)-7-cyano-3,4-dihydro-1H-2-benzopyran-4-yl)-N,1,7-trimethyl-1H-pyrazolo[4,3-c][1,8]naphthyridine-8-carboxamide